C[C@@H]1CC[C@@H](CN1C(CC1=CC=C(C=C1)C1=NC=CN=C1)=O)C(=O)O (3S,6R)-6-methyl-1-(2-(4-(pyrazin-2-yl)phenyl)acetyl)piperidine-3-carboxylic acid